N-(2-(dimethylamino)ethyl)-5-(3-(piperidine-1-carbonyl)pyrazolo[1,5-a]pyridin-7-yl)picolinamide CN(CCNC(C1=NC=C(C=C1)C1=CC=CC=2N1N=CC2C(=O)N2CCCCC2)=O)C